ethyl (E)-3-(3-ethyl-8-methyl-[1,2,4]triazolo[4,3-a]pyridin-7-yl)acrylate C(C)C1=NN=C2N1C=CC(=C2C)/C=C/C(=O)OCC